[N+](=O)([O-])C1=CC=CC2=C1CCCC[C@H]2N2CC(N(CC2=O)C2=CC(=C(C(=O)OC(C)(C)C)C=C2)OC=2C=C1C(=NC2)N(C=C1)COCC[Si](C)(C)C)=O tert-butyl (R)-4-(4-(1-nitro-6,7,8,9-tetrahydro-5H-benzo[7]annulen-5-yl)-2,5-dioxopiperazin-1-yl)-2-((1-((2-(trimethylsilyl)ethoxy)methyl)-1H-pyrrolo[2,3-b]pyridin-5-yl)oxy)benzoate